methyl-valeryl alcohol CCCCCC(=O)O